Thallium-Barium [Ba].[Tl]